6-amino-7-carbamoyl-5-(3-methoxy-2,6-dimethyl-phenyl)pyrrolo[2,3-b]pyrazine-2-carboxylic acid methyl ester COC(=O)C=1N=C2C(=NC1)N(C(=C2C(N)=O)N)C2=C(C(=CC=C2C)OC)C